C1(CC1)C=1C(NC=2C=C(C=NC2C1)CN1CC(C1)OC=1C=CC(=NC1)C(=O)NC)=O 5-({1-[(7-cyclopropyl-6-oxo-5H-1,5-naphthyridin-3-yl)methyl]azetidin-3-yl}oxy)-N-methylpyridine-2-carboxamide